C(C)(C)(C)OC(N[C@@H](C(=O)NC)C1=CC(=CC=C1)C(F)(F)F)=O |r| (±)-(2-(methylamino)-2-oxo-1-(3-(trifluoromethyl)phenyl)ethyl)carbamic acid tert-butyl ester